BrC1=NN(C(=C1[C@@H]1[C@H](C(N(C1)C)=O)C(=O)NC1=C(C(=CC=C1)F)OC(F)(F)F)Cl)C (3S,4S)-4-(3-bromo-5-chloro-1-methyl-pyrazol-4-yl)-N-[3-fluoro-2-(trifluoromethoxy)phenyl]-1-methyl-2-oxo-pyrrolidine-3-carboxamide